3-[(3R,4R)-4-methyl-3-[methyl-(7H-pyrrolo[2,3-d]pyrimidin-4-yl)amino]-1-piperidyl]-3-oxopropanenitrile C[C@H]1[C@H](CN(CC1)C(CC#N)=O)N(C=1C2=C(N=CN1)NC=C2)C